2-[2-[(6-bromo-2-pyridyl)oxy]ethoxy]propan-1-ol BrC1=CC=CC(=N1)OCCOC(CO)C